N-(5-((4-fluorobenzyl)oxy)-1,3,4-thiadiazol-2-yl)-2-morpholinonicotinamide FC1=CC=C(COC2=NN=C(S2)NC(C2=C(N=CC=C2)N2CCOCC2)=O)C=C1